methacryloyloxyethyl-trimethylammonium dimethylsulphate COS(=O)(=O)OC.C(C(=C)C)(=O)OCC[N+](C)(C)C